1-((2R,4r,6s)-2,6-dimethyltetrahydro-2H-pyran-4-yl)-4-(2-methyl-4-(trifluoromethyl)phenyl)phthalazine C[C@H]1O[C@H](CC(C1)C1=NN=C(C2=CC=CC=C12)C1=C(C=C(C=C1)C(F)(F)F)C)C